2,2-Dimethyl-3-(4-(trifluoromethyl)phenyl)cyclobutan-1-one CC1(C(CC1C1=CC=C(C=C1)C(F)(F)F)=O)C